(S)-1-(5-(3-cyano-6-(1-methyl-1H-pyrazol-4-yl)pyrazolo[1,5-a]pyridin-4-yl)pyridin-2-yl)-N-(3,3,3-trifluoropropyl)pyrrolidine-3-carboxamide C(#N)C=1C=NN2C1C(=CC(=C2)C=2C=NN(C2)C)C=2C=CC(=NC2)N2C[C@H](CC2)C(=O)NCCC(F)(F)F